C(C)C1=NC(=NC(=C1S(=O)(=O)N1CC2(C1)CN(C2)C[C@H]2COCC2)C)C(F)(F)F 2-[4-ethyl-6-methyl-2-(trifluoromethyl)pyrimidin-5-yl]sulfonyl-6-[[(3S)-oxolan-3-yl]methyl]-2,6-diazaspiro[3.3]heptane